C12(CC3CC(CC(C1)C3)C2)NCCCCCCCSC2=C3CN(C(C3=CC=C2F)=O)C2C(NC(CC2)=O)=O 3-(4-((7-((adamantan-1-yl)amino)heptyl)thio)-5-fluoro-1-oxoisoindolin-2-yl)piperidine-2,6-dione